C(C)C1=CC=CC(=N1)NS([O-])(=O)=O.[Na+] Sodium N-(6-ethylpyridin-2-yl)sulfamate